dodecanlactam C1(CCCCCCCCCCCN1)=O